ClC=1C=C(C=CC1F)NC(=O)C1=C(N=CN1C)C1CC2CC(CC2C1)(CN1N=C(C=C1)O)O N-(3-chloro-4-fluorophenyl)-4-(5-hydroxy-5-((3-hydroxy-1H-pyrazol-1-yl)methyl)octahydropentalen-2-yl)-1-methyl-1H-imidazole-5-carboxamide